IC=1C(=NC=NC1)OC1=CC(=C(OC2=NC3=C(N2C)C=CC=C3)C=C1)C (4-((5-iodopyrimidin-4-yl)oxy)-2-methylphenoxy)-1-methyl-1H-benzo[d]imidazole